5-bromo-7-(methoxymethoxy)-4-methyl-1,2-dihydronaphthalene BrC1=C2C(=CCCC2=CC(=C1)OCOC)C